N1=CC=C(C=C1)NC=1N=CC2=C(N1)N1C(C(=C2)C2=CC=NC=C2)=NCC1 N,6-bis(pyridin-4-yl)-8,9-dihydroimidazo[1',2':1,6]pyrido[2,3-d]pyrimidin-2-amine